COC(=O)C1=CC=C(C=C1)C1=C2C(=C(C3=NSN=C31)C3=CC=C(C=C3)C(=O)OC)N=C(N2)C2=CC=CC=C2C(=O)O 6-(4,8-bis(4-(methoxycarbonyl)phenyl)-5H-imidazo[4',5':4,5]Benzo[1,2-c][1,2,5]Thiadiazol-6-yl)benzoic acid